4'-((1R,5S)-3,8-diazabicyclo[3.2.1]octan-3-yl)-2'-((tetrahydro-1H-pyrrolizin-7a(5H)-yl)methoxy)-2,3,5',8'-tetrahydro-6'H-spiro[indene-1,7'-quinazoline]-4-carbonitrile [C@H]12CN(C[C@H](CC1)N2)C2=NC(=NC=1CC3(CCC21)CCC=2C(=CC=CC23)C#N)OCC23CCCN3CCC2